BrCCCCCCCCCCCC (6Z)-12-bromododecane